Methyl (E)-2-azido-3-(3-bromo-2-methylphenyl)acrylate N(=[N+]=[N-])\C(\C(=O)OC)=C\C1=C(C(=CC=C1)Br)C